methyl 3-oxo-6-azatricyclo[6.3.1.04,12]dodeca-1(11),4,6,8(12),9-pentaene-2-carboxylate O=C1C(C2=CC=CC=3C=NC=C1C23)C(=O)OC